6-(difluoromethyl)-5-methyl-2-methylsulfanyl-pyrimidin-4-ol FC(C1=C(C(=NC(=N1)SC)O)C)F